titanium-silicon dioxide [Si](=O)=O.[Ti]